Hafnium (IV) fluoride [F-].[Hf+4].[F-].[F-].[F-]